3-amino-6-chloro-4-cyclopropylpyridinamide NC=1C(=NC(=CC1C1CC1)Cl)C(=O)N